NC1=CC(=NC=N1)N(C(OC(C)(C)C)=O)CC=1N=C2N(C=C(C=C2)C2CC2)C1 tert-butyl (6-aminopyrimidin-4-yl)((6-cyclopropylimidazo[1,2-a]pyridin-2-yl)methyl)carbamate